NCCC(CC[Si](OC)(OC)OC)N [3-(2-aminoethyl)-aminopropyl]trimethoxysilane